O1COCCC1 [1,3]-Dioxan